(R)-6-(3-(2-Ethoxyphenoxy)piperidin-1-yl)-N-(1-methyl-1H-tetrazol-5-yl)pyrazin-2-amin C(C)OC1=C(O[C@H]2CN(CCC2)C2=CN=CC(=N2)NC2=NN=NN2C)C=CC=C1